C(C(C)C)(=O)N1[C@H](CNC[C@H]1C)C(=O)NCC1=CC=C(C=C1)C=1OC=CN1 (2R,6R)-1-isobutyryl-6-methyl-N-(4-(oxazol-2-yl)benzyl)piperazine-2-carboxamide